CC(C(C(C(C(C(C(C(C(F)(F)[Si](OC)(OC)OC)(F)F)(F)F)(F)F)(F)F)(F)F)(F)F)(F)F)F heptadecafluorodecyltrimethoxysilane